4-(5-(2-(2,6-dioxopiperidin-3-yl)-1,3-dioxoisoindolin-4-yl)pentyl)-N-((1S,3S)-3-((4-(3-isopropyl-2-methyl-2H-indazol-5-yl)pyrimidin-2-yl)amino)cyclopentyl)piperazine-1-carboxamide O=C1NC(CCC1N1C(C2=CC=CC(=C2C1=O)CCCCCN1CCN(CC1)C(=O)N[C@@H]1C[C@H](CC1)NC1=NC=CC(=N1)C1=CC2=C(N(N=C2C=C1)C)C(C)C)=O)=O